6-([2,2'-Bipyridin]-3-yl)imidazo[1,2-a]pyridin-3-carbonitril N1=C(C(=CC=C1)C=1C=CC=2N(C1)C(=CN2)C#N)C2=NC=CC=C2